(R)-N'-((5-(2-methoxypyridin-4-yl)-2-(trifluoromethyl)pyrimidin-4-yl)carbamoyl)-6,6-dimethyl-6,7-dihydro-5H-pyrazolo[5,1-b][1,3]oxazine-3-sulfonimidamide COC1=NC=CC(=C1)C=1C(=NC(=NC1)C(F)(F)F)NC(=O)N=[S@](=O)(N)C=1C=NN2C1OCC(C2)(C)C